(S)-2-((((9H-fluoren-9-yl)methoxy)carbonyl)amino)-3-(1-(tert-butoxycarbonyl)-1H-indol-4-yl)propanoic acid C1=CC=CC=2C3=CC=CC=C3C(C12)COC(=O)N[C@H](C(=O)O)CC1=C2C=CN(C2=CC=C1)C(=O)OC(C)(C)C